3-[4-(4-chlorophenoxy)piperidine-1-carbonyl]-6-(2-methoxyphenyl)-8-methylimidazo[1,2-c]pyrimidin-5(6H)-one ClC1=CC=C(OC2CCN(CC2)C(=O)C2=CN=C3N2C(N(C=C3C)C3=C(C=CC=C3)OC)=O)C=C1